ClC1=CC=C(C=C1)NC(=O)C1CN(CC(C1)(F)F)C(=O)C1=NC=CC(=C1)C=1OC=CC1 N-(4-chlorophenyl)-5,5-difluoro-1-{[4-(furan-2-yl)pyridin-2-yl]carbonyl}piperidine-3-carboxamide